3-[2-(8-chloro-4-oxo-chromen-2-yl)-5-(trifluoromethoxy)phenoxy]-N-methylsulfonyl-cyclobutanecarboxamide ClC=1C=CC=C2C(C=C(OC12)C1=C(OC2CC(C2)C(=O)NS(=O)(=O)C)C=C(C=C1)OC(F)(F)F)=O